(R)-6-(N-(((1s,3S)-3-(aminomethyl)cyclobutyl)methyl)carbamimidoyl)chroman NCC1CC(C1)CNC(=N)C=1C=C2CCCOC2=CC1